2-(2,6-dioxopiperidin-3-yl)-5-((S)-3-(((1-(4-(1-(4-hydroxyphenyl)-2-phenylbut-1-en-1-yl)phenyl)piperidin-4-yl)methyl)amino)piperidin-1-yl)isoindoline-1,3-dione O=C1NC(CCC1N1C(C2=CC=C(C=C2C1=O)N1C[C@H](CCC1)NCC1CCN(CC1)C1=CC=C(C=C1)C(=C(CC)C1=CC=CC=C1)C1=CC=C(C=C1)O)=O)=O